The molecule is an acyl-CoA(4-) that is the tetraanion of (2S,3S)-3-hydroxy-2-methylbutanoyl-CoA, arising from deprotonation of the phosphate and diphosphate OH groups. It has a role as a human metabolite. It is a conjugate base of a (2S,3S)-3-hydroxy-2-methylbutanoyl-CoA. C[C@@H]([C@H](C)O)C(=O)SCCNC(=O)CCNC(=O)[C@@H](C(C)(C)COP(=O)([O-])OP(=O)([O-])OC[C@@H]1[C@H]([C@H]([C@@H](O1)N2C=NC3=C(N=CN=C32)N)O)OP(=O)([O-])[O-])O